(2R,3R)-3-((4-((5-fluoroquinolin-6-yl)amino)-7-(1-methyl-1H-pyrazol-4-yl)quinazolin-5-yl)oxy)butan-2-ol FC1=C2C=CC=NC2=CC=C1NC1=NC=NC2=CC(=CC(=C12)O[C@@H]([C@@H](C)O)C)C=1C=NN(C1)C